[Al].C1CCCCC1 cyclohexane aluminum